S(=O)(=O)(O)O[C@@H](C=O)[C@@H](O)[C@H](O)[C@@H](O)C(=O)O L-iduronic acid 2-O-sulfate